(±)-4-[3-(4,5-dichloro-1-methyl-1H-indole-2-amido)oxolan-3-yl]-3-fluorobenzoic acid ClC1=C2C=C(N(C2=CC=C1Cl)C)C(=O)N[C@@]1(COCC1)C1=C(C=C(C(=O)O)C=C1)F |r|